(methyl)aminoformic acid CNC(=O)O